NC1=NN2C(N=CC(=C2)Cl)=C1 2-amino-6-chloropyrazolo[1,5-a]pyrimidine